CC1=C(CBr)C(=CC(=C1)C)C 2,4,6-trimethylbenzyl bromide